CC1(CCN(CC1)C1=CC=C(C=C1)[N+](=O)[O-])NC(C)=O N-(4-methyl-1-(4-nitrophenyl)piperidin-4-yl)acetamide